2-cyclopropyl-6-(4-fluorophenyl)5-oxo-2,5-dihydropyridazine-4-carboxamide C1(CC1)N1N=C(C(C(=C1)C(=O)N)=O)C1=CC=C(C=C1)F